4-(trifluoromethyl)-2,5,6,7-tetrahydrocyclopenta[c]pyridazine-7-carboxamide FC(C=1C2=C(NNC1)C(CC2)C(=O)N)(F)F